(2R,3R,4S,5R)-2-(acetyloxy)-4-(benzyloxy)-5-[(benzyloxy) methyl]-5-[2-(triethylsilyl) ethynyl]oxolan-3-yl acetate C(C)(=O)O[C@H]1[C@H](O[C@]([C@H]1OCC1=CC=CC=C1)(C#C[Si](CC)(CC)CC)COCC1=CC=CC=C1)OC(C)=O